NC=1C(=NC(=CN1)C1=CC=C(C=C1)CO)C(=O)NC1=CC(=CC(=C1)OC)OC 3-amino-N-(3,5-dimethoxyphenyl)-6-(4-(hydroxymethyl)phenyl)pyrazine-2-carboxamide